C(C)N1CCN(CC(C1)(F)F)C=1C=CC(=NC1)NC1=NC=C(C=N1)F N-[5-(4-ethyl-6,6-difluoro-1,4-diazacycloheptan-1-yl)pyridin-2-yl]-5-fluoropyrimidin-2-amine